C(C)S(=O)(=O)C1=CC=C(C=N1)CN1C(=NC2=C1C=CC=C2)C2=NON=C2C 3-(1-((6-(ethylsulfonyl)pyridin-3-yl)methyl)-benzimidazol-2-yl)-4-methyl-1,2,5-oxadiazole